O1CCN(CC1)CC(C)N1N=CC=C1C(=O)N 1-(1-morpholinopropan-2-yl)-1H-pyrazole-5-carboxamide